(S)-7-(cyclohexyl(pyridin-4-yl)methoxy)chroman-4-one C1(CCCCC1)[C@H](OC1=CC=C2C(CCOC2=C1)=O)C1=CC=NC=C1